ClC1=CC2=C(N=C(N=C2)NC2=C(C=C(C=C2)S(=O)(=O)C2CC3(C2)CCN(CC3)C(=O)OC(C)(C)C)C)N(C1=O)C1CCCC1 tert-butyl 2-[4-[(6-chloro-8-cyclopentyl-7-oxo-pyrido[2,3-d]pyrimidin-2-yl)amino]-3-methyl-phenyl]sulfonyl-7-azaspiro[3.5]nonane-7-carboxylate